CC([C@@H](C1=NC=CC=C1)NC(=O)C=1C=2C[C@@H]3[C@H](C2N(N1)C1=NC=C(C=C1)C(F)(F)F)C3)(C)C (1aR,5aR)-2-(5-Trifluoromethyl-pyridin-2-yl)-1a,2,5,5a-tetrahydro-1H-2,3-diaza-cyclopropa[a]pentalene-4-carboxylic acid ((S)-2,2-dimethyl-1-pyridin-2-yl-propyl)-amide